racemic-N-methyl-1,3-benzodioxolyl-butylamine CN(CCCC)C1OC2=C(O1)C=CC=C2